butyl 2-(4-((tert-butoxycarbonyl)amino)-5-cyano-1H-pyrrolo[2,3-b]pyridin-1-yl)acetate C(C)(C)(C)OC(=O)NC1=C2C(=NC=C1C#N)N(C=C2)CC(=O)OCCCC